C1(CC1)C1=CC(=CC(=N1)C1=NC2=C(N1)C(=CC(=C2)CN[C@H]2[C@H](CCC2)O)C(F)(F)F)C2=C(C=C(C=C2)F)C2=NN=CN2C (1S,2R)-2-{[(2-{6-Cyclopropyl-4-[4-fluoro-2-(4-methyl-1,2,4-triazol-3-yl)phenyl]pyridin-2-yl}-7-(trifluoromethyl)-1H-1,3-benzodiazol-5-yl)methyl]amino}cyclopentan-1-ol